BrC1=CC(=C(C=C1)C=1OC(=NN1)C1=NC(=NC(=C1)C)N1CCC(CC1)(F)F)N1CCC2(CC2)CC1 2-(4-bromo-2-(6-azaspiro[2.5]oct-6-yl)phenyl)-5-(2-(4,4-difluoropiperidin-1-yl)-6-methylpyrimidin-4-yl)-1,3,4-oxadiazol